CC1=NNC(=C1C1=CC=C(C=C1)C1=CC(=NN1)NC1=C(C=C(C=C1)O)C)C 4-((5-(4-(3,5-dimethyl-1H-pyrazol-4-yl)phenyl)-1H-pyrazol-3-yl)amino)-3-methylphenol